C1C=2C(=C3N(C2CCC1)C=CC=C3)C(=O)OCC ethyl 1H,2H,3H,4H-pyrido[1,2-a]indole-10-carboxylate